11-chloro-7,7-dimethyl-7H-fluoreno[4,3-b]benzofuran ClC=1C=2C3=C(C(C2C=CC1)(C)C)C=CC1=C3OC3=C1C=CC=C3